(biphenyl-4-yl)-(1,1':2',1'':2'',1'''-quaterphenyl-5'-yl)-(9,9'-spirobi[fluorene]-2-yl)amine C1(=CC=C(C=C1)N(C1=CC=2C3(C4=CC=CC=C4C2C=C1)C1=CC=CC=C1C=1C=CC=CC13)C1=CC=C(C(=C1)C1=CC=CC=C1)C=1C(=CC=CC1)C1=CC=CC=C1)C1=CC=CC=C1